methyl 3-methyl-2-oxo-1,2,3,4-tetrahydroquinoline-6-carboxylate CC1C(NC2=CC=C(C=C2C1)C(=O)OC)=O